(R)-N-(5-((6-(3-(4-chloro-3-(trifluoromethyl)phenyl)isoxazolidin-2-yl)pyrimidin-4-yl)amino)-2-(4-ethylpiperazin-1-yl)-4-methoxyphenyl)acrylamide ClC1=C(C=C(C=C1)[C@@H]1N(OCC1)C1=CC(=NC=N1)NC=1C(=CC(=C(C1)NC(C=C)=O)N1CCN(CC1)CC)OC)C(F)(F)F